tert-Butyl (3-formyl-1-methyl-1H-pyrazol-4-yl)carbamate C(=O)C1=NN(C=C1NC(OC(C)(C)C)=O)C